1-((S)-2-(dimethylamino)-3-(4-hydroxyphenyl)propyl)-3-((2S)-1-(1,3-dioxo-1,3,3a,4,7,7a-hexahydro-2H-4,7-epoxyisoindol-2-yl)propan-2-yl)urea CN([C@H](CNC(=O)N[C@H](CN1C(C2C3C=CC(C2C1=O)O3)=O)C)CC3=CC=C(C=C3)O)C